2-methyl-7-(trifluoromethyl)-2H-indazol-5-amine HCl salt Cl.CN1N=C2C(=CC(=CC2=C1)N)C(F)(F)F